4-amino-1-methyl-1H-pyrazole-5-carboxylate NC=1C=NN(C1C(=O)[O-])C